6-Bromo-2,3-dihydro-1H-inden-4-ol BrC=1C=C(C=2CCCC2C1)O